Tetrahydroisoquinoline trifluoroacetate salt FC(C(=O)O)(F)F.C1NCCC2=CC=CC=C12